3-(cyclohexylmethyl)indoline-2-al C1(CCCCC1)CC1C(NC2=CC=CC=C12)C=O